(7-(4-((3,3-Difluoroazetidin-1-yl)methyl)phenyl)-6-methylimidazo[1,2-b]pyridazin-3-yl)-2-(1-ethyl-1H-imidazol-4-yl)-1,8-naphthyridine FC1(CN(C1)CC1=CC=C(C=C1)C1=CC=2N(N=C1C)C(=CN2)C=2C(=NC1=NC=CC=C1C2)C=2N=CN(C2)CC)F